C1(CC=CCC1)N1N=C(C=C1C)C (3-cyclohexenyl)-3,5-dimethyl-1H-pyrazole